C(C1=CC=CC=C1)N1CN(N2C(C1=O)=C(C(C=C2)=O)OCC2=CC=CC=C2)C21C(=CC3=CC=CC=C23)CC=2C(=C(C=CC21)F)F 3-benzyl-5-(benzyloxy)-1-(7,8-difluoroindeno[1,2-a]inden-4b(9H)-yl)-2,3-dihydro-1H-pyrido[2,1-f][1,2,4]triazine-4,6-dione